FC(C=1C=C(C=CC1)C1=CC=C2CCC3(C(C2=C1)NC(O[C@@H]1CN2CCC1CC2)=O)CC3)(F)F (S)-quinuclidin-3-yl (7'-(3-(trifluoromethyl)phenyl)-3',4'-dihydro-1'H-spiro[cyclopropane-1,2'-naphthalen]-1'-yl)carbamate